C(C)OC([C@@](C1=CC=CC=C1)(OC1CC1)C1=NC(=NC2=CC=C(C=C12)I)Cl)=O.ClC1=NC2=CC=C(C=C2C(=N1)[C@@](C(=O)OCC)(C1=CC=CC=C1)OC1CC1)I Ethyl (R)-2-(2-chloro-6-iodoquinazolin-4-yl)-2-cyclopropoxy-2-phenylacetate ethyl-(S)-2-(2-chloro-6-iodoquinazolin-4-yl)-2-cyclopropoxy-2-phenylacetate